N1(CCNCC1)C1=NC=CC(=N1)N1N=CC(=C1)C(=O)N 1-(2-(piperazin-1-yl)pyrimidin-4-yl)-1H-pyrazole-4-carboxamide